5-(4-(hexyloxy)-1,2,5-thiadiazol-3-yl)-1-methyl-1-(1-(propionyloxy)dodecyl)-1,2,3,6-tetrahydropyridin-1-ium iodide 1-Chlorododecyl-propionate ClC(CCCCCCCCCCC)OC(CC)=O.[I-].C(CCCCC)OC=1C(=NSN1)C1=CCC[N+](C1)(C(CCCCCCCCCCC)OC(CC)=O)C